[Si](C)(C)(C(C)(C)C)OCCN1CC2=CC=C(C=C2C2(C1=O)CCC2)Cl 2'-(2-((tert-butyldimethylsilyl)oxy)ethyl)-6'-chloro-3'-oxo-2',3'-dihydro-1'H-spiro[cyclobutane-1,4'-isoquinoline]